Z-ethylsulfate C(C)OS(=O)(=O)[O-]